2-(2,6-dioxopiperidin-3-yl)-5-((4-oxo-4-(4-(pyridin-2-yl)piperazin-1-yl)butyl)amino)isoindoline-1,3-dione O=C1NC(CCC1N1C(C2=CC=C(C=C2C1=O)NCCCC(N1CCN(CC1)C1=NC=CC=C1)=O)=O)=O